2-(1-benzyl-1H-pyrazol-4-yl)-3,6-dimethylmorpholine C(C1=CC=CC=C1)N1N=CC(=C1)C1C(NCC(O1)C)C